FC1=C(CCN2C(C(C(C(C2)O)O)O)C)C(=CC=C1C(C)C)F 1-(2,6-difluoro-3-isopropylphenethyl)-2-methylpiperidine-3,4,5-triol